[Si](C1=CC=CC=C1)(C1=CC=CC=C1)(C(C)(C)C)OC[C@@H]1C[C@@H](OC1)C(=O)OCC (cis)-Ethyl 4-(((tert-butyldiphenylsilyl)oxy)methyl)-tetrahydrofuran-2-carboxylate